C(C)OP(OCC)(=O)CC1=CC(=CC(=C1)OCOCC[Si](C)(C)C)OC (3-methoxy-5-((2-(trimethylsilyl)ethoxy)methoxy)benzyl)phosphonic acid diethyl ester